6-((4-methoxyphenyl)ethynyl)-5-(4-methylpiperazin-1-yl)-2-(3,4,5-trimethoxyphenyl)-1H-benzo[d]imidazole COC1=CC=C(C=C1)C#CC=1C(=CC2=C(NC(=N2)C2=CC(=C(C(=C2)OC)OC)OC)C1)N1CCN(CC1)C